C(C)(C)(C)C1=CC=C(C(=C1OC)C(C)(C)C)C1=C2C=C(CC2=CC=C1)C 4-(4'-(tert-butyl)-6-tert-butyl-5-methoxy-phenyl)-2-methylindene